N=1NC(C=CC=CC(C=CC=CC=CC1)=O)=O diazacyclopentadecine-3,8-dione